(S)-2-((isochroman-7-ylmethyl)amino)-5,5-dimethylhexanoic acid methanesulfonate CS(=O)(=O)O.C1OCCC2=CC=C(C=C12)CN[C@H](C(=O)O)CCC(C)(C)C